ClC1=NC(=CC(=C1)C=1C(=NN2C1N=C(C=C2)OC2CCNCC2)C2=C(C#N)C=CC=C2)C [3-(2-chloro-6-methyl-4-pyridinyl)-5-(4-piperidinyloxy)pyrazolo[1,5-a]pyrimidin-2-yl]benzonitrile